CNCC1=CC=C(C=C1)C1CN(C1)C=1C=C2CN(C(C2=CC1)=O)C1C(NC(CC1)=O)=O 3-(5-(3-(4-((methylamino)methyl)phenyl)azetidin-1-yl)-1-oxoisoindolin-2-yl)piperidine-2,6-dione